C(#N)C=1C(=CC(=NC1)N1N=CC(=C1)CN(C(CO)=O)C[C@@H](C=1C(=C2COC(C2=CC1)=O)C)O)C (R)-N-((1-(5-cyano-4-methylpyridin-2-yl)-1H-pyrazol-4-yl)methyl)-2-hydroxy-N-(2-hydroxy-2-(4-methyl-1-oxo-1,3-dihydroisobenzofuran-5-yl)ethyl)acetamide